1,3-dimethylpyrazol-5-ylmethylsulfonate CN1N=C(C=C1CS(=O)(=O)[O-])C